(4Z)-4-(1,3-benzothiazol-6-ylmethylene)-2-(2-pyridylmethylamino)-1H-imidazol-5-one S1C=NC2=C1C=C(C=C2)\C=C\2/N=C(NC2=O)NCC2=NC=CC=C2